N1=CN=C(C2=C1NC=C2)NC2CCC(CC2)NC(OC(C)(C)C)=O tert-butyl ((1s,4s)-4-((7H-pyrrolo[2,3-d]pyrimidin-4-yl)amino)cyclohexyl)carbamate